O[C@H]1C[C@H]2C[C@H]([C@H]3[C@@H]4CC[C@H]([C@@H](CCC([C@H](C)C=O)O)C)[C@]4(CC[C@@H]3[C@]2(CC1)C)C)O 3alpha,7alpha,24(S)-trihydroxy-5beta-cholestan-27-al